(S)-(4-(benzo[d]oxazol-2-yl)-6,7-dihydro-1H-imidazo[4,5-c]pyridin-5(4H)-yl)(4-(2,2-difluoroethyl)oxazol-5-yl)methanone O1C(=NC2=C1C=CC=C2)[C@H]2N(CCC1=C2N=CN1)C(=O)C1=C(N=CO1)CC(F)F